Diethyl 2-oxopentanedioate O=C(C(=O)OCC)CCC(=O)OCC